C1=CC(=C(C=C1/C=C/C(=O)C2=C(C=C(C=C2O)O)O)O)O The molecule is a member of the class of chalcones that is chalcone substituted by hydroxy groups at positions 2', 3, 4, 4', and 6'. It derives from a chalcone. It is a conjugate acid of a 2',3,4,4',6'-pentahydroxychalcone(1-).